C(C)C1=CC(=C(C=C1)CC(=O)OCC)O ethyl 2-(4-ethyl-2-hydroxyphenyl)acetate